N[C@H](C(=O)N)C(C)C (2S)-2-amino-3-methylbutanamide